C1(=CC=CC=C1)C(CC=1C=NC=CC1)=O 1-phenyl-2-(3-pyridyl)ethanone